(7S)-2-(((1-(3-isopropylbenzyl)-1H-pyrazol-4-yl)methyl)amino)-7,8-dimethyl-7,8-dihydropteridin-6(5H)-one C(C)(C)C=1C=C(CN2N=CC(=C2)CNC2=NC=3N([C@H](C(NC3C=N2)=O)C)C)C=CC1